COC1=CC=C(C=C1)C1=COC2=C3C(=C(C(OC3=CC(=C21)C)=O)CC(=O)O)C [3-(4-methoxyphenyl)-4,9-dimethyl-7-oxo-7H-furo[2,3-f]chromen-8-yl]acetic acid